ClC1=CC=C(C=N1)C1=NOC(=C1COC1=CC=C(N=N1)C(=O)NC1CCOCC1)C 6-((3-(6-Chloropyridin-3-yl)-5-methylisoxazol-4-yl)methoxy)-N-(tetrahydro-2H-pyran-4-yl)pyridazin-3-carboxamid